NC1=C2N=CN(C2=NC=N1)CC1=C(OCCC[C@H](CN(C)C)N)C=CC(=C1Cl)Cl (R)-5-(2-((6-amino-9H-purin-9-yl)methyl)-3,4-dichlorophenoxy)-N1,N1-dimethylpentane-1,2-diamin